3,5-dichloro-N-(6-(3,3-dimethylbutyl)-6-azaspiro[2.5]oct-1-yl)benzenesulfonamide ClC=1C=C(C=C(C1)Cl)S(=O)(=O)NC1CC12CCN(CC2)CCC(C)(C)C